(R)-(-)-1-Indanamine C1CC2=CC=CC=C2[C@@H]1N